8-(4-ethoxy-3-(trifluoromethyl)phenyl)-9-(4-((1-(3-fluoropropyl)azetidin-3-ylidene)methyl)phenyl)-6,7-dihydro-5H-benzo[7]annulene-3-carboxylic acid C(C)OC1=C(C=C(C=C1)C=1CCCC2=C(C1C1=CC=C(C=C1)C=C1CN(C1)CCCF)C=CC(=C2)C(=O)O)C(F)(F)F